C1(CC1)C1=NC=NC(=C1C=1N=CC2=C(N(C(OC23CC3)=O)CC3=CC=C(C=C3)C=3N(C=C(N3)C(F)(F)F)C)N1)OC 7'-(4-cyclopropyl-6-methoxypyrimidin-5-yl)-1'-(4-(1-methyl-4-(trifluoromethyl)-1H-imidazol-2-yl)benzyl)spiro[cyclopropane-1,4'-pyrimido[4,5-d][1,3]oxazine]-2'(1'H)-one